ClC=1C=C(CC2=NC=CC(=C2)N2N=CC=3C(NCCC32)=O)C=C(C1)Cl 1-(2-(3,5-dichlorobenzyl)pyridin-4-yl)-1,5,6,7-tetrahydro-4H-pyrazolo[4,3-c]pyridin-4-one